CC1(CC(C(CC1)C=O)=O)C 4,4-dimethyl-2-oxocyclohexane-1-carbaldehyde